O1CC/C(/C2=NC=CC=C21)=N\NC(C2=CN=CC=C2)=O (E)-N'-(2,3-dihydro-4H-pyrano[3,2-b]pyridin-4-ylidene)nicotinohydrazide